C(C)OC(=O)C1=CC=2C=NC(=CC2O1)S(NC=1C(=NC=C(C1)Cl)N1CCC(CC1)OCC)(=O)=O 6-(N-(5-chloro-2-(4-ethoxypiperidin-1-yl)pyridin-3-yl)sulfamoyl)-furo[3,2-c]pyridine-2-carboxylic acid ethyl ester